4-(3-(2-methylpyridin-4-yl)-1H-indazol-5-yl)-1-(3-(trifluoromethoxy)benzyl)pyridin-2(1H)-one CC1=NC=CC(=C1)C1=NNC2=CC=C(C=C12)C1=CC(N(C=C1)CC1=CC(=CC=C1)OC(F)(F)F)=O